CC1([C@H]2CC=C([C@@H]1C2)C=CCCCCCCCCC(=O)O)C 11-((1R,5S)-6,6-dimethylbicyclo[3.1.1]hept-2-en-2-yl)undec-10-enoic acid